2-((S)-2-((6-oxo-5-(trifluoromethyl)-1,6-dihydropyridazin-4-yl)amino)propoxy)acetamide O=C1C(=C(C=NN1)N[C@H](COCC(=O)N)C)C(F)(F)F